BrC1=CC=C2CCN(C2=C1F)C(=O)OC(C)(C)C tert-butyl 6-bromo-7-fluoro-2,3-dihydroindole-1-carboxylate